tert-Butyl ((3S,4R)-4-methyltetrahydrofuran-3-yl) (7-fluoro-6-(8-methyl-2-oxo-2,3-dihydro-1H-pyrido[2,3-b][1,4]oxazin-7-yl)isoquinoline-3,8-diyl)dicarbamate FC1=C(C=C2C=C(N=CC2=C1NC(O[C@@H]1COC[C@H]1C)=O)NC(OC(C)(C)C)=O)C1=C(C2=C(OCC(N2)=O)N=C1)C